methyl 4-[5-[(3R)-3-amino-5-[(4-chloro-phenyl)methyl]-8-fluoro-1,1,4-trioxo-2,3-dihydro-1λ6,5-benzothiazepin-7-yl]-1,3,4-oxadiazol-2-yl]piperidine-1-carboxylate N[C@H]1CS(C2=C(N(C1=O)CC1=CC=C(C=C1)Cl)C=C(C(=C2)F)C2=NN=C(O2)C2CCN(CC2)C(=O)OC)(=O)=O